5-(bromomethyl)-5-methyl-1,3-dioxan-2-one BrCC1(COC(OC1)=O)C